FC1=CC(=CC=2N(C=NC21)C)N=C(C2=CC=CC=C2)C2=CC=CC=C2 (4-fluoro-1-methyl-1H-benzo[d]imidazol-6-yl)-1,1-diphenylmethanimine